COC(C1=C(C=C(C(=C1)S(=O)(=O)OCC)N)OC)=O 4-amino-5-(ethylsulfo)-2-methoxybenzoic acid methyl ester